2,2,3,3,4,4,5,5-Octafluorohexan-1,6-diyldiacrylat FC(CC=CC(=O)[O-])(C(C(C(CC=CC(=O)[O-])(F)F)(F)F)(F)F)F